C(C1=CC=CC=C1)N1C(C(CC1=O)N1CCN(CC1)C1=NC=CC=C1)=O 1-Benzyl-3-[4-(2-pyridinyl)-1-piperazinyl]-2,5-pyrrolidinedione